C=C1C2CC3(CC(CC1C3)(C2)C(=O)O)C2=CC=CC=C2 6-methylene-3-phenyladamantane-1-carboxylic acid